FC1=C(C=CC=C1)C(COC)=O (2-fluorophenyl)-2-methoxy-ethanone